6-(chloromethyl)-4-(4-fluorophenyl)-2-(4-methoxybenzyl)pyridazin-3(2H)-one ClCC=1C=C(C(N(N1)CC1=CC=C(C=C1)OC)=O)C1=CC=C(C=C1)F